2-((1r,4r)-4-(cyclopropanecarboxamido)cyclohexyl)-6-methoxy-N-(pyrazolo[1,5-a]pyrimidin-3-yl)-2H-indazole-5-carboxamide C1(CC1)C(=O)NC1CCC(CC1)N1N=C2C=C(C(=CC2=C1)C(=O)NC=1C=NN2C1N=CC=C2)OC